2-[6-[(3aS,7aR)-6-ethyl-3,3a,4,5,7,7a-hexahydro-2H-pyrrolo[2,3-c]pyridin-1-yl]-4-(difluoromethyl)pyridazin-3-yl]-5-methyl-phenol C(C)N1C[C@H]2[C@@H](CC1)CCN2C2=CC(=C(N=N2)C2=C(C=C(C=C2)C)O)C(F)F